carboxy-D-glutamic acid C(=O)(O)N[C@H](CCC(=O)O)C(=O)O